C(C)C=1N=C(SC1)[C@H](CC1=CC=C(C=C1)[N+](=O)[O-])NC(C(CC1=CC=CC=C1)C1=NC(=NO1)C)=O N-[(S)-1-(4-ethylthiazol-2-yl)-2-(4-nitrophenyl)ethyl]-2-(3-methyl-1,2,4-oxadiazol-5-yl)-3-phenylpropanamide